N-Boc-(3S,4R)-3-amino-4-hydroxypyrrolidin-2-one C(=O)(OC(C)(C)C)N1C([C@H]([C@@H](C1)O)N)=O